CC1=C(SC=[N+]1CC2=CN=C(NC2=O)C)CCOP(=O)(O)OP(=O)(O)O The molecule is a 1,3-thiazolium cation that is the cationic form of oxythiamine pyrophosphate It is a 1,3-thiazolium cation and a thiamine phosphate.